N-(4-azidobutyl)-glycine N(=[N+]=[N-])CCCCNCC(=O)O